C(C)(C)(C)C=1N=C(OC1)NC(=O)C1=NC=C(C(=C1)C=1C=C(C=2N(C1)C(=CN2)F)N2CCOCC2)C N-(4-Tert-butyl-1,3-oxazol-2-yl)-4-[3-fluoro-8-(morpholin-4-yl)imidazo[1,2-a]pyridin-6-yl]-5-methylpyridine-2-carboxamide